tert-butyl 3-cyano-3-(1-fluoro-3-iodo-propyl)azetidine-1-carboxylate C(#N)C1(CN(C1)C(=O)OC(C)(C)C)C(CCI)F